BrC=1C(=C2C(=C(C[C@@]3(C2=CC1)N=C1N(C=C(C=C1OC(F)F)C(F)(F)F)C3)F)O[Si](C)(C)C(C)(C)C)F (S)-6'-bromo-4'-((tert-butyldimethyl-silyl)oxy)-8-(difluoromethoxy)-3',5'-difluoro-6-(trifluoromethyl)-2'H,3H-spiro[imidazo[1,2-a]pyridine-2,1'-naphthalene]